ClC=1C(=C(C(=C(CN2CC(CC2)C(=O)O)C1)OC)F)C(=O)N1CCC2=C(C=CC=C12)C1=C(C(=CC=C1)NC(=O)C=1N(C2=C(CN(CC2)C)N1)C)Cl (5-chloro-4-(4-(2-chloro-3-(1,5-dimethyl-4,5,6,7-tetrahydro-1H-imidazo[4,5-c]pyridine-2-carboxamido)phenyl)indoline-1-carbonyl)-3-fluoro-2-methoxybenzyl)pyrrolidine-3-carboxylic acid